C[SiH](C)[Ti](C1(C(=C(C(=C1)C)C)C)C)NC(C)(C)C dimethylsilyl-(N-tert-butylamino)(tetramethylcyclopentadienyl)titanium